3-Hydroxy-1-methyl-2-oxo-1,2-dihydro-pyridine-4-carboxylic acid propylamide C(CC)NC(=O)C1=C(C(N(C=C1)C)=O)O